sodium N-[4-(propan-2-yl)-1,3-thiazol-2-yl]sulfonamide CC(C)C=1N=C(SC1)NS(=O)=O.[Na]